CN1[C@@H](CCC1)[C@H](C)OC1=CC(=NC(=N1)C1=NC(=NO1)C(C)(C)C1=CC=CC=C1)O[C@@H]1C[C@H](NC1)CC#N 2-[(2R,4R)-4-({6-[(1S)-1-[(2S)-1-Methylpyrrolidin-2-yl]ethoxy]-2-[3-(2-phenylpropan-2-yl)-1,2,4-oxadiazol-5-yl]pyrimidin-4-yl}oxy)pyrrolidin-2-yl]acetonitrile